Diisopentyl 9,9'-((3-((2-(4-(2-((4-(bis(7-(2-ethylbutoxy)-2-hydroxy-7-oxoheptyl)amino)butanoyl)oxy)ethyl)piperazin-1-yl)ethyl)disulfaneyl)propyl)azanediyl)bis(8-hydroxynonanoate) C(C)C(COC(CCCCC(CN(CCCC(=O)OCCN1CCN(CC1)CCSSCCCN(CC(CCCCCCC(=O)OCCC(C)C)O)CC(CCCCCCC(=O)OCCC(C)C)O)CC(CCCCC(OCC(CC)CC)=O)O)O)=O)CC